C(CCCC)C=1C(=C(C(C(=O)O)=CC1)C(=O)O)CCC(C)C.C(C)(C)(C)NC(C1=CC=C(C=C1)CN1C(C(C2=CC(=CC=C12)NC(CCC)=O)=O)=O)=O N-tert-butyl-4-((5-butyrylamino-2,3-diketoindol-1-yl)methyl)benzamide n-amylisopentyl-phthalate